(R)-(2-(Benzyloxy)-4-chloro-6-hydroxyphenyl)(4-((tetrahydrofuran-3-yl)amino)isoindolin-2-yl)methanone C(C1=CC=CC=C1)OC1=C(C(=CC(=C1)Cl)O)C(=O)N1CC2=CC=CC(=C2C1)N[C@H]1COCC1